CC1(OCC(O1)C(=O)O)C dimethyl-1,3-dioxolane-4-carboxylic acid